(5-amino-5-(3-benzyl-1,2,4-oxadiazol-5-yl)pentyl)-carbamate NC(CCCCNC([O-])=O)C1=NC(=NO1)CC1=CC=CC=C1